NC(C(C)S(C([S-])=S)CCCC)=O 2-amino-1-Methyl-2-oxoethylbutyltrithiocarbonate